COC1=CC=C(C=C1)C1=NN=C(C2=CC=CC=C12)NCC1(CC1)N1CCCC1 4-(4-methoxyphenyl)-N-((1-(pyrrolidin-1-yl)cyclopropyl)methyl)phthalazin-1-amine